2-(3-((S)-cyclobutyl(4-methyl-4H-1,2,4-triazol-3-yl)methyl)phenyl)-6-(((S)-3-methylpiperidin-1-yl)methyl)-4-(trifluoromethyl)isoindolin-1-one C1(CCC1)[C@@H](C=1C=C(C=CC1)N1C(C2=CC(=CC(=C2C1)C(F)(F)F)CN1C[C@H](CCC1)C)=O)C1=NN=CN1C